C(C)OC(=O)C1=NN(N=C1C(=O)OCC)C1=CC=CC=C1 2-phenyl-1,2,3-triazole-4,5-dicarboxylic acid diethyl ester